1-(3-fluoro-4,5-dimethoxy-phenyl)cyclopropanecarbonitrile FC=1C=C(C=C(C1OC)OC)C1(CC1)C#N